C(C)(C)(C)OC(=O)N1CCC(CC1)N(C(CCC(N(C(C)C)C)=O)=O)CCOCCOCCC (2S)-8-(1-(tert-butoxycarbonyl)piperidin-4-yl)-2,3-dimethyl-4,7-dioxo-11,14-dioxa-3,8-diazaheptadecane